trans-5-(2-(4-Chloro-5-methoxy-2-methylphenyl)cyclopropyl)-2,2'-bipyrimidine ClC1=CC(=C(C=C1OC)[C@H]1[C@@H](C1)C=1C=NC(=NC1)C1=NC=CC=N1)C